C(C=C)C1CCN(CC1)C1=C(C(=O)NC2=NC(=C(C=C2)Br)NCCC=C)C=CC(=C1)N 2-(4-allylpiperidin-1-yl)-4-amino-N-(5-bromo-6-(but-3-en-1-ylamino)pyridin-2-yl)benzamide